FC1=CC(=C(C=C1)NC(=S)NC1=CC=C(C=C1)[N+](=O)[O-])OC 1-(4-fluoro-2-methoxyphenyl)-3-(4-nitrophenyl)thiourea